FC1=C(C=C(C=C1)O[C@@H]1COCC1)[C@H](C)NC1=NC(N(C(N1)=O)C(C)C)=O 6-(((S)-1-(2-Fluoro-5-(((S)-tetrahydrofuran-3-yl)oxy)phenyl)ethyl)amino)-3-isopropyl-1,3,5-Triazine-2,4(1H,3H)-dione